BrC1=C(C=C(C(=C1)NC1=C2C=CN(C2=CC=C1)S(=O)(=O)C1=CC=C(C)C=C1)N)Cl 5-Bromo-4-chloro-N1-(1-Tosyl-1H-Indole-4-yl)benzene-1,2-diamine